CC(C)(C)OC(CN1CCN(CCN(CCN(CC1)CC(OC(C)(C)C)=O)CC(OC(C)(C)C)=O)CC(=O)O)=O (4,7,10-tri{2-[(2-methylpropane-2-yl)oxy]-2-oxoethyl}-1,4,7,10-tetraazacyclododec-1-yl)acetic acid